8-bromo-2,3-dihydro[1,4]dioxino[3,2-b]pyridine BrC1=C2C(=NC=C1)OCCO2